2-{[(1R,3R,5S)-3-({2-[(4-cyano-2-fluorophenoxy)methyl]pyrimidin-4-yl}oxy)-8-azabicyclo[3.2.1]octan-8-yl]methyl}-1-{[(2S)-oxetan-2-yl]methyl}-1H-1,3-benzodiazole-6-carboxylic acid C(#N)C1=CC(=C(OCC2=NC=CC(=N2)OC2C[C@H]3CC[C@@H](C2)N3CC3=NC2=C(N3C[C@H]3OCC3)C=C(C=C2)C(=O)O)C=C1)F